NCC1=C(C2=C(N=CN=C2NCC2=C(C=C(C=C2)OC)OC)N1C(C)C)C1=CC(=NN1)C 6-(aminomethyl)-N-(2,4-dimethoxybenzyl)-7-isopropyl-5-(3-methyl-1H-pyrazol-5-yl)-7H-pyrrolo[2,3-d]pyrimidin-4-amine